(2R,4S,5S,6S)-4-amino-5-hydroxy-6-methyltetrahydro-2H-pyran N[C@H]1CCO[C@H]([C@H]1O)C